C(\C=C\C(=O)[O-])(=O)[O-].[Ag+].[Ag+] Silver fumarate